CN1N=CC=2C1=NC(=CN2)N[C@@H](C)C=2C=C(C=CC2)NC(=O)C2=CC1=C(OCCO1)C=C2 (S)-N-(3-(1-((1-methyl-1H-pyrazolo[3,4-b]pyrazin-6-yl)amino)ethyl)phenyl)-2,3-dihydrobenzo[b][1,4]dioxine-6-carboxamide